(((S)-1-methylpyrrolidin-2-yl)methoxy)-7-(5,6,7,8-tetrahydronaphthalen-1-yl)-4a,8a-dihydroquinoline-3-acetonitrile CN1[C@@H](CCC1)COC1=NC2C=C(C=CC2C=C1CC#N)C1=CC=CC=2CCCCC12